CN(C=1C=NN2C1N=C(C=C2O)C=2C=NC=C(C2)F)C 3-(dimethylamino)-5-(5-fluoro-3-pyridinyl)pyrazolo[1,5-a]Pyrimidin-7-ol